CC1=C(C(=NO1)C)N dimethyl-1,2-oxazol-4-amine